C(=O)(OC)C=1OC(=CC1)C(=O)O carbomethoxy-5-furoic acid